BrC1=CN(C2=NC(=CN=C21)N2CCC(CC2)(CO)NC(OC(C)(C)C)=O)COCC[Si](C)(C)C tert-Butyl N-[1-(7-bromo-5-{[2-(trimethylsilyl)ethoxy] methyl}-5H-pyrrolo[2,3-b]pyrazin-3-yl)-4-(hydroxymethyl) piperidin-4-yl]carbamate